C(C(=O)O)(=O)O.O1[C@H](COC2=C1C=CC=C2)CN2C[C@H](CCC2)C=2C=C(C=CC2)O |o1:19| (R*)-3-{1-[(S)-1-(2,3-dihydrobenzo[1,4]dioxin-2-yl)methyl]piperidin-3-yl}phenol oxalate